Triazole iron [Fe].N1N=NC=C1